3-fluoro-N'-(4-hydroxybenzoyl)-4-nitrobenzenesulfonohydrazide FC=1C=C(C=CC1[N+](=O)[O-])S(=O)(=O)NNC(C1=CC=C(C=C1)O)=O